(E)-(2-(3-chloropyridin-2-yl)vinyl)(imino)(4-methoxyphenyl)-λ6-sulfanone ClC=1C(=NC=CC1)/C=C/S(=O)(C1=CC=C(C=C1)OC)=N